C1(=CC=CC=C1)C(C1=CC=C(C=C1)C(O)C1=CC=CC=C1)O 1,4-di((phenyl)hydroxymethyl)benzene